2-(2-(((6-(trifluoromethyl)pyridin-2-yl)oxy)methyl)phenyl)acetic acid FC(C1=CC=CC(=N1)OCC1=C(C=CC=C1)CC(=O)O)(F)F